5-hydroxy-15,15-dimethyl-11-thia-3,6,14,17-tetraazatetracyclo[8.8.0.02,7.012,18]octadeca-1(10),2(7),3,5,8,12(18)-hexaen-13-one OC=1C=NC=2C=3C=4NCC(NC(C4SC3C=CC2N1)=O)(C)C